tert-butyl N2,N6-bis(tert-butoxycarbonyl)-N6-(6-oxohexyl)-L-lysinate C(C)(C)(C)OC(=O)N[C@@H](CCCCN(CCCCCC=O)C(=O)OC(C)(C)C)C(=O)OC(C)(C)C